(2R,3R,11bR)-3-isobutyl-9,10-dimethoxy-1,3,4,6,7,11b-hexahydro-2H-pyrido[2,1-a]isoquinolin-2-yl L-valinate di-tosylate S(=O)(=O)(O)C1=CC=C(C)C=C1.S(=O)(=O)(O)C1=CC=C(C)C=C1.N[C@@H](C(C)C)C(=O)O[C@@H]1C[C@H]2N(CCC3=CC(=C(C=C23)OC)OC)C[C@H]1CC(C)C